C(=C)[O-] ethenolate